FC1=CC=C(C=C1)C1=CC=2C(=NC=C(C2)C2=CC=CC(=N2)C(=O)N[C@H](CO)CC)N1 (S)-6-(2-(4-fluorophenyl)-1H-pyrrolo[2,3-b]pyridin-5-yl)-N-(1-hydroxybutan-2-yl)picolinamide